(-)-gamma-ionone CC(=O)/C=C/[C@H]1C(=C)CCCC1(C)C